1,2-diphenylpropylene C1(=CC=CC=C1)C=C(C)C1=CC=CC=C1